tert-butyl-5-bromo-2-(4-methoxybenzyl)-1,1-dimethyl-1,2,3,4-tetrahydroisoquinoline C(C)(C)(C)C1N(C(C2=CC=CC(=C2C1)Br)(C)C)CC1=CC=C(C=C1)OC